6-HYDROXYQUINOLINE-4-BORONIC ACID OC=1C=C2C(=CC=NC2=CC1)B(O)O